CC1=C2C(C(=CN(C2=NC(=C1)N1CC(C1)C(NCC(C)C)=O)C=1SC=CN1)C(=O)O)=O 5-methyl-7-{3-[(2-methylpropyl)carbamoyl]azetidin-1-yl}-4-oxo-1-(1,3-thiazol-2-yl)-1,4-dihydro-1,8-naphthyridine-3-carboxylic acid